Isobutyl-Aluminum Diiodide C(C(C)C)[Al](I)I